N-Octadecanoyl-valine C(CCCCCCCCCCCCCCCCC)(=O)N[C@@H](C(C)C)C(=O)O